5-((2-chloro-4-(2-(4-methylpiperazin-1-yl)ethoxy)benzylidene)amino)-6-(1-methylcyclopropoxy)pyrimidin-4-amine ClC1=C(C=NC=2C(=NC=NC2OC2(CC2)C)N)C=CC(=C1)OCCN1CCN(CC1)C